C(C)SC1=C(C(=CC(=C1)N1CC2=CC=C(C=C2C1)F)C)C(C(=O)N)C(C)(C)C (2-(ethylsulfanyl)-4-(5-fluoroisoindolin-2-yl)-6-methylphenyl)-3,3-dimethylbutyramide